NCCCC(=O)NC=1C=C(C(=O)OC)C=C(C1)C#CCN methyl 3-(4-aminobutanamido)-5-(3-aminoprop-1-yn-1-yl)benzoate